CNC(COC=1C(N(C2=CC=C(C=C2C1)[N+](=O)[O-])C)=O)=O N-methyl-2-((1-methyl-6-nitro-2-oxo-1,2-dihydro-quinolin-3-yl)oxy)acetamide